N-(5-((4-((1-acetylindolin-7-yl)amino)-5-fluoropyrimidin-2-yl)amino)-2-((2-(dimethylamino)ethyl)(methyl)amino)-4-methoxyphenyl)acrylamide C(C)(=O)N1CCC2=CC=CC(=C12)NC1=NC(=NC=C1F)NC=1C(=CC(=C(C1)NC(C=C)=O)N(C)CCN(C)C)OC